3-[5-(4-fluorophenyl)-2-[4-(2-hydroxypropoxy)phenyl]-1,3-oxazol-4-yl]-2H,3H-furo[2,3-d]pyrimidin-2-one FC1=CC=C(C=C1)C1=C(N=C(O1)C1=CC=C(C=C1)OCC(C)O)N1C(N=C2C(=C1)C=CO2)=O